1-(3-pyrimidin-4-ylazetidin-1-yl)ethanone N1=CN=C(C=C1)C1CN(C1)C(C)=O